C1(CC1)OC=1C=C(C=CC1)C1=CC(=NN1C1=C(C=CC=C1)C(C)C)CO [5-(3-Cyclopropoxyphenyl)-1-[2-(propan-2-yl)-phenyl]-1H-pyrazol-3-yl]methanol